3,3,3',3'-tetramethyl-1,1'-spirobiindan CC1(CC2(C3=CC=CC=C13)CC(C1=CC=CC=C12)(C)C)C